(2R)-(6-Hydroxy-2,5,7,8-tetramethylchroman-2-yl)(piperazin-1-yl)methanon OC=1C(=C2CC[C@](OC2=C(C1C)C)(C)C(=O)N1CCNCC1)C